C(#N)C=1C=C(C=CC1)N1C(C(NC=2C3=C(C=CC12)C=CC=C3)=O)=O 4-(3-cyanophenyl)-1,4-dihydrobenzo[f]quinoxaline-2,3-dione